C(C)(C)(C)OC(=O)N1[C@H](CN(CC1)C1=NC(=NC(=C1[N+](=O)[O-])CC1(CCCC2=C(C(=CC=C12)F)C)C(=O)OC)Cl)CC#N (2S)-4-(2-chloro-6-((6-fluoro-1-(methoxycarbonyl)-5-methyl-1,2,3,4-tetrahydronaphthalen-1-yl)methyl)-5-nitropyrimidin-4-yl)-2-(cyanomethyl)piperazine-1-carboxylic acid tert-butyl ester